C(#N)C=1C(=NC(=CC1C(F)(F)F)C)N1[C@@H](C[C@@H](C1)OC)C(=O)N(C=1C=C(C=CC1)C)C (2s,4s)-1-(3-cyano-6-methyl-4-(trifluoromethyl)pyridin-2-yl)-4-methoxy-N-methyl-N-(m-tolyl)pyrrolidine-2-carboxamide